Ethyl-2-[4-bromo-2-(4-butoxy-4,5-dihydroisoxazol-3-yl)phenoxy]acetat C(C)OC(COC1=C(C=C(C=C1)Br)C1=NOCC1OCCCC)=O